1-[2-(N,N-dimethylamino)ethyl]-4-[(3-trifluoromethylphenyl)sulfonylmethyl]-1H-1,2,3-triazole CN(C)CCN1N=NC(=C1)CS(=O)(=O)C1=CC(=CC=C1)C(F)(F)F